Bis[2-(3,4-epoxycyclohexyl)ethyl]dimethylsiloxy-bis-norbornyldimethylsiloxy-silane C1(CC2C(CC1)O2)CCC([SiH](O[Si](C21CCC(CC2)C1)(C12CCC(CC1)C2)O[SiH](C)C)C)CCC2CC1C(CC2)O1